CO[Si](C1NCCC1)(OC)OC 3-trimethoxysilyl-2-azacyclopentane